C(#N)CN1C=NC=C1 1-(cyanomethyl)imidazole